ClC1=CC=C(CN2C(=NC=3N(C(N(C(C23)=O)CCCO)=O)C)C2(CCC(CC2)OC(C)C)F)C=C1 7-(4-chlorobenzyl)-8-(1-fluoro-4-isopropoxycyclohexyl)-1-(3-hydroxypropyl)-3-methyl-3,7-dihydro-1H-purine-2,6-dione